nickel(I) potassium cyanide monohydrate O.[C-]#N.[K].[Ni+]